trifluoromethyl-vinyl-silicon FC(F)(F)[Si]C=C